N-(4-(3-hydroxypentan-3-yl)thiazol-2-yl)cyclopropanesulfonamide OC(CC)(CC)C=1N=C(SC1)NS(=O)(=O)C1CC1